C1(=CC=CC=C1)C1=CC=CC=2C3=CC=CC=C3NC12 phenyl-carbazol